FC(C1=CN=CC=N1)(F)F 6-(trifluoromethyl)pyrazin